BrC1=CC2=C(C=N1)C=NN2C2COCC2 6-bromo-1-tetrahydrofuran-3-yl-pyrazolo[4,3-c]Pyridine